OCC=1C=CC=C2CCN(CC12)C(C)=O 1-(8-(hydroxymethyl)-3,4-dihydroisoquinolin-2(1H)-yl)ethanone